2-(2-acryloyl-2-azaspiro[3.3]heptan-6-yl)-1-amino-4-(4-((4-ethylpyridin-2-yl)carbamoyl)phenyl)-1H-imidazole C(C=C)(=O)N1CC2(C1)CC(C2)C=2N(C=C(N2)C2=CC=C(C=C2)C(NC2=NC=CC(=C2)CC)=O)N